[Br-].[NH4+].[NH4+].[NH4+].[Br-].[Br-] tri-ammonium bromide